5-(tert-butyl)-N-(4-(6-(4-(4-(5-(2,6-dioxopiperidin-3-yl)pyridin-2-yl)piperazin-1-yl)butyl)pyrrolo[2,1-f][1,2,4]triazin-4-yl)-2-methylbenzyl)-1,2,4-oxadiazole-3-carboxamide C(C)(C)(C)C1=NC(=NO1)C(=O)NCC1=C(C=C(C=C1)C1=NC=NN2C1=CC(=C2)CCCCN2CCN(CC2)C2=NC=C(C=C2)C2C(NC(CC2)=O)=O)C